tetraazacycloheptadec[16,17-f]quinoline-3-carboxamide N=1N=C(NC2=NN=C3C(C12)=CC=CC=CC=CC=CC=CC=CC=C3)C(=O)N